4-(4-((cyanomethyl)amino)-3,5-dimethyl-1H-pyrazol-1-yl)piperidine C(#N)CNC=1C(=NN(C1C)C1CCNCC1)C